S1C(=NC2=C1C=CC=C2)NC(=NC(=O)NC2=CC(=CC=C2)OC)N N-benzo[d]thiazol-2-yl-N''-(3-methoxyaniline-carbonyl)-guanidine